racemic-(E)-3-((3-butyl-7-(methylthio)-1,1-dioxido-5-phenyl-2,3,4,5-tetrahydro-1,5-benzothiazepin-8-yl)oxy)acrylic acid C(CCC)C1CS(C2=C(N(C1)C1=CC=CC=C1)C=C(C(=C2)O/C=C/C(=O)O)SC)(=O)=O